C(C(=O)C)OC1=CC=C2C(=C(C(OC2=C1)=O)CC1=C(C(=NC=C1)N)F)C 7-acetonyloxy-3-[(2-amino-3-fluoro-4-pyridinyl)methyl]-4-methyl-chromen-2-one